3-amino-4-(5-fluoro-2-nitrophenyl)butyric acid methyl ester COC(CC(CC1=C(C=CC(=C1)F)[N+](=O)[O-])N)=O